4-(2-(6-chloroimidazo[1,2-b]pyridazin-3-yl)pyridin-4-yl)-2-methyl-2-butanol ClC=1C=CC=2N(N1)C(=CN2)C2=NC=CC(=C2)CCC(C)(O)C